NC1=NC=CC=C1C1=NC=2C(=NC(=CC2)C2=CC=CC=C2)N1C1=CC=C(CN2CCC(CC2)N(C(C2=CC(=C(C=C2)C=O)O)=O)C)C=C1 N-(1-(4-(2-(2-Aminopyridin-3-yl)-5-phenyl-3H-imidazo[4,5-b]pyridin-3-yl)benzyl)piperidin-4-yl)-4-formyl-3-hydroxy-N-methylbenzamide